3-bromo-6-fluoro-2-iodo-4-methylaniline BrC=1C(=C(N)C(=CC1C)F)I